(1r,4r)-4-(3-chloroanilino)-2'-{4-[(pyridin-3-yl)oxy]phenyl}-2',3'-dihydrospiro[cyclohexane-1,1'-indene]-4-carboxylic acid ClC=1C=C(NC2(CCC3(C(CC4=CC=CC=C34)C3=CC=C(C=C3)OC=3C=NC=CC3)CC2)C(=O)O)C=CC1